C[C@H](CN1C[C@@]2(CCS(C2)(=O)=O)CC1)CC1=CC=C(C=C1)C(C)(C)CC (S)-7-((S)-2-methyl-3-(4-(tert-amyl)phenyl)propyl)-2-thia-7-azaspiro[4.4]nonane 2,2-dioxide